C(C)P(=O)(CC)C1=CC=C(C=C1)B1OC(C(O1)(C)C)(C)C 2-(4-diethylphosphorylphenyl)-4,4,5,5-tetramethyl-1,3,2-dioxaborolane